(2S,4R)-4-hydroxy-N-(4-(4-methylthiazol-5-yl)benzyl)-1-(2-morpholinopropanoyl)pyrrolidine-2-carboxamide O[C@@H]1C[C@H](N(C1)C(C(C)N1CCOCC1)=O)C(=O)NCC1=CC=C(C=C1)C1=C(N=CS1)C